OCCOC(C1=CC(C(=O)OCCO)=CC(=C1)S(=O)(=O)O)=O 5-sulfo-isophthalic acid-1,3-bis(2-hydroxyethyl) ester